(2S,3S)-3-(4-bromothiazol-2-yl)-2-((tert-butoxycarbonyl)amino)-3-ethoxypropanoic acid BrC=1N=C(SC1)[C@H]([C@@H](C(=O)O)NC(=O)OC(C)(C)C)OCC